COC1=C(CN(C(C(CC)(C)C)=O)C)C=CC=C1 N-(2-methoxybenzyl)-N,2,2-trimethylbutanamide